N=1C=CN2C1C=NC(=C2)C(=O)N imidazo[3,2-a]pyrazine-6-carboxamide